FC1=C(C#N)C=C(C(=C1)N1CCNCC1)F 2,5-difluoro-4-(piperazin-1-yl)benzonitrile